propylen-oxide C1C(C)O1